3-(2-(1-(Palmitoyloxy)-2-phenylethoxy)-2,2-diphenylacetoxy)spiro[bicyclo[3.2.1]octane-8,1'-pyrrolidin]-8-ium formate C(=O)[O-].C(CCCCCCCCCCCCCCC)(=O)OC(CC1=CC=CC=C1)OC(C(=O)OC1CC2CCC(C1)[N+]21CCCC1)(C1=CC=CC=C1)C1=CC=CC=C1